1-ethylcyclopropan-1,2-diol C(C)C1(C(C1)O)O